4-(3-aminophenyl)-2-methyl-3-butyn-2-ol NC=1C=C(C=CC1)C#CC(C)(O)C